lithium difluorophosphate (dioxalate) C(C(=O)O)(=O)[O-].C(C(=O)O)(=O)O.P(=O)(O)(F)F.[Li+]